(S)-N-((S)-cyclopropyl-(2,5-difluoro-4-(trifluoromethyl)phenyl)methyl)-2-methylpropane-2-sulfinamide C1(CC1)[C@H](N[S@@](=O)C(C)(C)C)C1=C(C=C(C(=C1)F)C(F)(F)F)F